4-[(7-chloro-2-methoxy-1,5-dihydrobenzo[b][1,5]naphthyridin-10-yl)imino]-2,6-bis(pyrrolidin-1-ylmethyl)cyclohexa-2,5-dien-1-one ClC=1C=CC2=C(NC3=CC=C(NC3=C2N=C2C=C(C(C(=C2)CN2CCCC2)=O)CN2CCCC2)OC)C1